((2S,3R,4R)-2-(4-fluorophenyl)-4-(4-methoxybenzyl)tetrahydrofuran-3-yl)-methyl-2-methylbut-2-enoate FC1=CC=C(C=C1)[C@H]1OC[C@@H]([C@H]1CC(=C(C(=O)[O-])C)C)CC1=CC=C(C=C1)OC